N(=O)C1=CC=CC2=CC=CC=C12 nitroso-naphthaline